tert-butyl 6-(4-((3-oxo-3-(4-(((5,6,7,8-tetrahydronaphthalen-1-yl) thio) methyl) piperidin-1-yl) propyl) amino)-2-(trifluoromethyl) phenyl)-2,6-diazaspiro[3.3]heptane-2-carboxylate O=C(CCNC1=CC(=C(C=C1)N1CC2(CN(C2)C(=O)OC(C)(C)C)C1)C(F)(F)F)N1CCC(CC1)CSC1=CC=CC=2CCCCC12